N-((1S)-1-(5-(2,3-bis(4-methoxyphenyl)cyclopropyl)-1,2,4-oxadiazol-3-yl)ethyl)-3-hydroxy-4-methoxypicolinamide COC1=CC=C(C=C1)C1C(C1C1=CC=C(C=C1)OC)C1=NC(=NO1)[C@H](C)NC(C1=NC=CC(=C1O)OC)=O